OC1=CC=C(C=C1)C1(CC(=CC=C1)[N+](=O)[O-])C(C=C)=O 1-(4-hydroxyphenyl)-3-nitrophenyl-2-propen-1-one